tert-butyl ((2S,E)-1-(methylamino)-1-oxo-5-(4-(trifluoromethyl)cyclohex-1-en-1-yl)pent-4-en-2-yl)carbamate CNC([C@H](C\C=C\C1=CCC(CC1)C(F)(F)F)NC(OC(C)(C)C)=O)=O